[K].C=1SCSC1 2,4-dithiole monopotassium salt